tert-butyl 2-[4-(2-tert-butoxy-2-oxo-ethyl)-3-thienyl]acetate C(C)(C)(C)OC(CC=1C(=CSC1)CC(=O)OC(C)(C)C)=O